2-((S)-4,4-difluoro-3-(6-oxo-1,6-dihydropyridin-3-yl)piperidin-1-yl)-N-(6-phenoxy-pyridazin-3-yl)propanamide FC1([C@H](CN(CC1)C(C(=O)NC=1N=NC(=CC1)OC1=CC=CC=C1)C)C1=CNC(C=C1)=O)F